OB1OCC2=C1C=C(C=C2CNC(OC(C)(C)C)=O)O tert-butyl (1,6-dihydroxy-1,3-dihydrobenzo[c][1,2]oxaborol-4-yl)methylcarbamate